(1R)-1-(4-bromophenyl)-2,2,2-trifluoro-N-methyl-ethanamine hydrochloride Cl.BrC1=CC=C(C=C1)[C@H](C(F)(F)F)NC